COC1=NC(=NC(=C1)C1=CNC2=CC(=CC=C12)C)N 4-methoxy-6-(6-methyl-1H-indol-3-yl)pyrimidine-2-amine